CS(=O)(=O)OC1=CC=C(C=2COC(OCC21)C=2N=C(SC2)C2CCN(CC2)C(CN2N=C(C=C2C(F)F)C(F)F)=O)[N+](=O)[O-] 4-[4-(6-methylsulfonyloxy-9-nitro-1,5-dihydro-3H-2,4-benzodioxepin-3-yl)-2-thiazolyl]-1-[2-[3,5-bis(difluoromethyl)-1H-pyrazol-1-yl]acetyl]piperidine